COC1=C(C=CC(=C1)OC)CNC1=C(C=C2C=CC=NC2=C1)C#N 7-[(2,4-dimethoxyphenyl)methylamino]quinoline-6-carbonitrile